(2R)-2-(6-{5-chloro-2-[(2-methylpyrimidin-4-yl)amino]pyrimidin-4-yl}-1-oxo-2,3-dihydro-1H-isoindol-2-yl)-N-[(1S)-1-(3-fluorophenyl)-2-hydroxyethyl]propionamide ClC=1C(=NC(=NC1)NC1=NC(=NC=C1)C)C1=CC=C2CN(C(C2=C1)=O)[C@@H](C(=O)N[C@H](CO)C1=CC(=CC=C1)F)C